C(#C)C=1C=CC=C2C=CC=C(C12)C1=C(C=2N=C(N=C(C2C=N1)N1C2C(CCC1)NCC2)OC[C@]21CCCN1C[C@@H](C2)F)F 7-(8-ethynylnaphthalen-1-yl)-8-fluoro-2-(((2R,7aS)-2-fluorotetrahydro-1H-pyrrolizin-7a(5H)-yl)methoxy)-4-(octahydro-4H-pyrrolo[3,2-b]pyridin-4-yl)pyrido[4,3-d]pyrimidine